5-(2-chloro-4-phenoxyphenyl)-7-((trans)-4-(4-methylpiperazin-1-yl)cyclohexyl)-7H-pyrrolo[2,3-d]pyrimidin-4-amine ClC1=C(C=CC(=C1)OC1=CC=CC=C1)C1=CN(C=2N=CN=C(C21)N)[C@@H]2CC[C@H](CC2)N2CCN(CC2)C